5-(benzofuran-2-yl)-2-(1-methoxyethyl)-7-methylquinoxaline O1C(=CC2=C1C=CC=C2)C2=C1N=CC(=NC1=CC(=C2)C)C(C)OC